2,2-bis(4-hydroxy-3-methylphenyl)-1,1,1,3,3,3-hexafluoropropane OC1=C(C=C(C=C1)C(C(F)(F)F)(C(F)(F)F)C1=CC(=C(C=C1)O)C)C